4-(5-(5-(7-Ethyl-7H-imidazo[4,5-c]pyridazin-4-yl)-2-fluorophenyl)-6-methoxy-2H-indazol-2-yl)-3,5-dimethylisoxazole C(C)N1C=NC2=C1N=NC=C2C=2C=CC(=C(C2)C2=CC1=CN(N=C1C=C2OC)C=2C(=NOC2C)C)F